ClC(CCC(=O)[O-])=O 2-Chloro-2-oxoethylacetate